C(C)N(C(C)C)C(C)C ethyldi(isopropyl)amine